butyl-3-methylimidazole p-toluenesulphonate CC1=CC=C(C=C1)S(=O)(=O)O.C(CCC)C1=NC=CN1C